COC=1C=C(C=C(C1)OC)C#CC1=CC=C(C=C1)OC 1-(3,5-dimethoxyphenyl)-2-(4-methoxyphenyl)acetylene